ethyl 2-{7-chloroimidazo[1,2-a]pyridin-6-yl}acetate ClC1=CC=2N(C=C1CC(=O)OCC)C=CN2